CCCCCCCCCCCCCCCC(=O)OC[C@H](COP(=O)(O)OC[C@H](CO)O)OC(=O)CCC/C=C\C/C=C\C/C=C\C/C=C\CCCCC 1-hexadecanoyl-2-(5Z,8Z,11Z,14Z-eicosatetraenoyl)-sn-glycero-3-phospho-(1'-sn-glycerol)